methyl (2R,3S)-2-(((cis-4-(2,5-difluorophenyl)cyclohexyl)oxy)-methyl)-3-((methylsulfonyl)amino)piperidine-1-carboxylate FC1=C(C=C(C=C1)F)[C@H]1CC[C@H](CC1)OC[C@@H]1N(CCC[C@@H]1NS(=O)(=O)C)C(=O)OC